tert-butyl 4-((1-(6-(1-(4-cyano-3-(trifluoromethyl)phenyl)piperidine-4-carboxamido)pyridin-3-yl)piperidin-4-yl)methyl)piperazine-1-carboxylate C(#N)C1=C(C=C(C=C1)N1CCC(CC1)C(=O)NC1=CC=C(C=N1)N1CCC(CC1)CN1CCN(CC1)C(=O)OC(C)(C)C)C(F)(F)F